C(C)OC(=O)C=1N(C(C=2C(=CC=NC2C1)C)=O)C1=C(C=CC=C1)C.C(=O)(OC(C)(C)C)N1CC(C1)=O N-Boc-3-oxo-azetidine ethyl-4-methyl-5-oxo-6-o-tolyl-5,6-dihydro-1,6-naphthyridine-7-carboxylate